C(C1=CC=CC=C1)N1CC2C(C1)CN(C2)C2=CC=CC=1NC=NC12 4-(5-benzylhexahydropyrrolo[3,4-c]pyrrol-2(1H)-yl)-1H-benzo[d]imidazole